C(NC(O)=O)NC(O)=O.C(CCCCCCCCCCC)(=O)N([C@@H](C)C(=O)O)C N-lauroyl-methyl-alanine methylene-dicarbamate